[NH4+].N1C(=NC(=C1)C#N)C#N imidazoledinitrile ammonium salt